FC1(CCN(CC1)C1=NC(=CC(=N1)NC(C1=C(C=C(C=C1)S(=O)(=N)C)N1CCC2(CC2)CC1)=O)C)F N-(2-(4,4-Difluoropiperidin-1-yl)-6-methylpyrimidin-4-yl)-4-(methylsulfonimidoyl)-2-(6-azaspiro[2.5]octan-6-yl)benzamide